C1(CCC1)OC[C@@H]1N(COC1=O)C(=O)OCC1=CC=CC=C1 benzyl (4S)-4-(cyclobutoxymethyl)-5-oxo-oxazolidine-3-carboxylate